8-(4-chloro-2-fluoro-phenyl)-2,3-dimethyl-6-[(2S,4R)-2-(1-methylpyrazol-4-yl)tetrahydropyran-4-yl]pyrido[3,4-d]pyrimidin-4-one ClC1=CC(=C(C=C1)C1=NC(=CC2=C1N=C(N(C2=O)C)C)[C@H]2C[C@H](OCC2)C=2C=NN(C2)C)F